1-N'-[5-chloro-6-[(6,7-dimethoxy-1,5-naphthyridin-4-yl)oxy]pyridin-3-yl]-1-N-(4-fluorophenyl)cyclopropane-1,1-dicarboxamide ClC=1C=C(C=NC1OC1=CC=NC2=CC(=C(N=C12)OC)OC)NC(=O)C1(CC1)C(=O)NC1=CC=C(C=C1)F